4-oxopyrrolidine-1-carboxylic acid tert-butyl ester C(C)(C)(C)OC(=O)N1CCC(C1)=O